BrC=C(CO[Si](C)(C)C(C)(C)C)C=1C=NC=C(C1)C1=CC(=C(C=C1)OC)OCCC 3-(1-bromo-3-((tert-butyl-dimethylsilyl)oxy)prop-1-en-2-yl)-5-(4-methoxy-3-propoxyphenyl)pyridine